NC(CC(COC1CN(C1)C(COCC#C)=O)NC(COC=1C=C(OC2=CC=C(C=N2)C(=O)N[C@H](C(=O)OC)CCC(C)(C)C)C=CC1)=O)=O methyl (2S)-2-[[6-[3-[2-[[3-amino-3-oxo-1-[[1-(2-prop-2-ynoxyacetyl)azetidin-3-yl]oxymethyl]propyl]amino]-2-oxo-ethoxy]phenoxy]pyridine-3-carbonyl]amino]-5,5-dimethyl-hexanoate